COC(C(C)(C)C1=CC(=CC=C1)S(N(CC1=CC=C(C=C1)OC)CC1=CC=C(C=C1)OC)(=O)=O)=O 2-(3-(N,N-bis(4-methoxybenzyl)sulfamoyl)phenyl)-2-methylpropionic acid methyl ester